Di-(n-dodecyl) hydrogen phosphate P(=O)(OCCCCCCCCCCCC)(OCCCCCCCCCCCC)O